Vanadium chlorid [Cl-].[V+5].[Cl-].[Cl-].[Cl-].[Cl-]